C(C=CC1=CC=CC=C1)N[S@](=O)C(C)(C)C (R)-N-cinnamyl-2-methylpropane-2-sulfinamide